N-decyl-N-(2-oxoethyl)carbamic acid-9H-fluoren-9-ylmethyl ester C1=CC=CC=2C3=CC=CC=C3C(C12)COC(N(CC=O)CCCCCCCCCC)=O